3-(5-chlorobenzo[d]oxazol-2-yl)bicyclo[1.1.1]pentane-1-carboxylic acid ClC=1C=CC2=C(N=C(O2)C23CC(C2)(C3)C(=O)O)C1